tert-butyl (5S)-3-((dimethylamino)methyl)-2-oxo-5-(trifluoromethyl)pyrrolidine-1-carboxylate CN(C)CC1C(N([C@@H](C1)C(F)(F)F)C(=O)OC(C)(C)C)=O